N-(tert-amyl)pentane-1,5-diamine C(C)(C)(CC)NCCCCCN